C(#C)[C@H]1CN(CCO1)C(=O)OC (S)-methyl 2-ethynylmorpholine-4-carboxylate